FC(CN1CCN(CC1)C=1C=C2C=CC(=CC2=CC1)C1(CC(C1)N)N)(F)F 1-(6-(4-(2,2,2-trifluoroethyl)piperazin-1-yl)naphthalen-2-yl)cyclobutane-1,3-diamine